S1CC(C1)=O thietan-3-one